ClC(CO[NH-])(Cl)Cl 2,2,2-trichloroethyloxyamide